tert-butyl 6-bromo-3,3,5-trimethyl-2-oxoindoline-1-carboxylate BrC1=C(C=C2C(C(N(C2=C1)C(=O)OC(C)(C)C)=O)(C)C)C